tert-butyl 3-oxa-7-azabicyclo[4.1.1]octane-7-carboxylate C12COCCC(N1C(=O)OC(C)(C)C)C2